N1=CN=CC(=C1)C=1C=C(C=CC1)CC(=O)NCCCOC1=CC=C2CCC3(C2=C1)CCC(CC3)C(=O)O 6'-(3-{2-[3-(pyrimidin-5-yl)phenyl]acetamido}propoxy)-2',3'-dihydrospiro[cyclohexane-1,1'-indene]-4-carboxylic acid